CC(CNC(COCCOCCOCCOCCOCC(=O)O)=O)(C)C 20,20-dimethyl-17-oxo-3,6,9,12,15-pentaoxa-18-azaheneicosanoic acid